C(C)(C)(C)C1=CC=C(C(=O)[O-])C=C1.C(C)(C)(C)C1=CC=C(C(=O)[O-])C=C1.[Al+2] aluminum bis(4-t-butylbenzoate)